FC(CN1C(=NC=2C1=NC(=CC2)C2=CNC=1N=C(N=CC12)NCC1(CCC1)F)C)F 5-(3-(2,2-difluoroethyl)-2-methyl-3H-imidazo[4,5-b]pyridin-5-yl)-N-((1-fluorocyclobutyl)methyl)-7H-pyrrolo[2,3-d]pyrimidin-2-amine